The molecule is a long-chain fatty aldehyde resulting from the formal oxidation of the hydroxy group of dotriacontan-1-ol. It has a role as a plant metabolite. It is a long-chain fatty aldehyde and a 2,3-saturated fatty aldehyde. It derives from a dotriacontane. CCCCCCCCCCCCCCCCCCCCCCCCCCCCCCCC=O